5-fluoro-6-chloro-7-nitroquinolin FC1=C2C=CC=NC2=CC(=C1Cl)[N+](=O)[O-]